(1S,3S)-3-((2-(difluoromethyl)-6-(5-(((isobutoxycarbonyl)amino)methyl)-1-methyl-1H-1,2,3-triazol-4-yl)pyridin-3-yl)oxy)cyclohexane-1-carboxylic acid FC(C1=NC(=CC=C1O[C@@H]1C[C@H](CCC1)C(=O)O)C=1N=NN(C1CNC(=O)OCC(C)C)C)F